ClC=1C(=NC=C(C1)F)C(N)C1(CCC1)F (3-chloro-5-fluoropyridin-2-yl)(1-fluorocyclobutyl)methanamine